6-(2-((3-fluorooxetan-3-yl)methoxy)pyrimidin-5-yl)-2-((5-fluoropyridin-3-yl)methyl)pyridazin-3(2H)-one FC1(COC1)COC1=NC=C(C=N1)C=1C=CC(N(N1)CC=1C=NC=C(C1)F)=O